C(C)(C)(C)OC(=O)N1N=C(C=2C1=CN=CC2C2=C(C=C(C=C2F)CCO)F)C=2C=NN(C2)C (2,6-difluoro-4-(2-hydroxyethyl)phenyl)-3-(1-methyl-1H-pyrazol-4-yl)-1H-pyrazolo[3,4-c]pyridine-1-carboxylic acid tert-butyl ester